NC=1SC2=C(N1)C=C(C(=C2)C(=O)OC)OC methyl 2-amino-5-methoxy-1,3-benzothiazole-6-carboxylate